C(C)(C)(C)C(C(=O)O)N(C)C([C@H](CC1=CC=C(C=C1)C(F)(F)F)N(C([C@H](CC=C)N(C)C(=O)OCC1C2=CC=CC=C2C=2C=CC=CC12)=O)CCC=C)=O tert-butyl-2-[[(2S)-2-[but-3-enyl-[(2S)-2-[9H-fluoren-9-ylmethoxycarbonyl(methyl)amino]pent-4-enoyl]amino]-3-[4-(trifluoromethyl)phenyl]propanoyl]-methyl-amino]acetic acid